3-((Allyloxy)methyl)-4-(3,4-dimethoxybenzyl)-2-(3,4-dimethoxyphenyl)-tetrahydrofuran C(C=C)OCC1C(OCC1CC1=CC(=C(C=C1)OC)OC)C1=CC(=C(C=C1)OC)OC